8-chloro-N-(2-methyl-3-(pyridin-3-ylmethoxy)phenyl)quinolin-2-amine ClC=1C=CC=C2C=CC(=NC12)NC1=C(C(=CC=C1)OCC=1C=NC=CC1)C